C(CC(=O)O)(=O)N malonic acid monoamide